C(#N)C1=CC=C(CCN[C@H](C(=O)NC2=NC=C(C=C2)C=2C=NN(C2)C)C2=CC=CC=C2)C=C1 (S)-2-((4-cyanophenethyl)amino)-N-(5-(1-methyl-1H-pyrazol-4-yl)pyridin-2-yl)-2-phenylacetamide